BrC1=NC(=CN=C1)N1CC(CCC1)CCC1=C(C=CC=C1)C(F)(F)F 2-bromo-6-(3-(2-(trifluoromethyl)phenethyl)piperidin-1-yl)pyrazine